2-(5-chloro-2-thienyl)propan-1-ol ClC1=CC=C(S1)C(CO)C